((1r,4r)-4-(2-hydroxyethoxy)cyclohexyl)-2-(1H-imidazol-1-yl)-6-methylpyrimidine-4-carboxamide OCCOC1CCC(CC1)C=1C(=NC(=NC1C)N1C=NC=C1)C(=O)N